N-4-phenylbenzyl-2-((3-((2-((2-ethoxyphenyl)amino)-2-oxoethyl)thio)-1H-indol-2-yl)thio)acetamide C1(=CC=CC=C1)C1=CC=C(CNC(CSC=2NC3=CC=CC=C3C2SCC(=O)NC2=C(C=CC=C2)OCC)=O)C=C1